CC1=CC=C(C=C1C(=O)NC1(CC1)C1=CC=CC2=CC=CC=C12)C(=O)N 6-Methyl-N1-(1-(naphthalen-1-yl)cyclopropyl)isophthalamide